C(CCC)N(CC(=O)N1CCC(CC1)C=1C=C2C(=C(NC2=CC1)C1=CC(=NC(=C1)C)C)C(C)C)CCO 2-(butyl-(2-hydroxyethyl)amino)-1-(4-(2-(2,6-dimethylpyridin-4-yl)-3-isopropyl-1H-indol-5-yl)piperidin-1-yl)ethan-1-one